C(=O)O.N=1C=C(N2C1C=NC=C2)C2=C1CNC(C1=C(C=C2)NC2=NC(=C(C=C2)C2COCC2)CN2CC(C2)OC)=O 4-imidazo[1,2-a]pyrazin-3-yl-7-[[6-[(3-methoxyazetidin-1-yl)methyl]-5-tetrahydrofuran-3-yl-2-pyridyl]amino]isoindolin-1-one Formate salt